3-fluoro-2-hydroxy-5-(1-(4-morpholinophenyl)-1H-pyrazol-4-yl)benzaldehyde FC=1C(=C(C=O)C=C(C1)C=1C=NN(C1)C1=CC=C(C=C1)N1CCOCC1)O